[C@@H]12NC([C@@H](NC1)C2)=O (1S,4S)-2,5-diazabicyclo[2.2.1]heptan-3-one